N-(2-(2,2,2-trifluoroethyl)-2-azaspiro[3.5]nonan-7-yl)thiazole-2-carboxamide FC(CN1CC2(C1)CCC(CC2)NC(=O)C=2SC=CN2)(F)F